ClC1=C(C=C2C(C(NC2=C1)=O)=C(O)C1=CC(=NO1)C)C1=CC=C(C=C1)CC 6-Chloro-5-(4-ethyl-phenyl)-3-[1-hydroxyl-(3-methyl-isoxazol-5-yl)-methylidene]-1,3-dihydro-indol-2-one